FC=1C=CC(=C(C1)NC(C1=CC=C(C=C1)OCCN1CCCCC1)=O)I N-(5-fluoro-2-iodophenyl)-4-(2-(piperidin-1-yl)ethoxy)benzamide